1-(2,7-Dichloro-8-fluoropyrido[4,3-d]pyrimidin-4-yl)-4-methylpiperidin-3-ol ClC=1N=C(C2=C(N1)C(=C(N=C2)Cl)F)N2CC(C(CC2)C)O